1-methoxymethylpseudouridine COCN1C=C([C@H]2[C@H](O)[C@H](O)[C@@H](CO)O2)C(NC1=O)=O